C(C)(C)(C)OC(=O)NC=1C(=C(C=C(C1)C#N)N1C[C@H](N([C@@H](C1)C)C(=O)OC(C)(C)C)C)Cl tert-butyl (2R,6R)-4-(3-((tert-butoxycarbonyl)amino)-2-chloro-5-cyanophenyl)-2,6-dimethylpiperazine-1-carboxylate